C1(CCC1)C1=C(C(=C2C(=N1)CCC2)NC(=O)N=[S@@](=O)(N)C2=CN=C(S2)C(C)(C)O)C (S)-N'-((2-cyclobutyl-3-methyl-6,7-dihydro-5H-cyclopenta[b]pyridin-4-yl)carbamoyl)-2-(2-hydroxypropan-2-yl)thiazole-5-sulfonimidamide